NC1=NC=C(C(=O)NC)C(=C1)NC1=C(C(=CC=C1)C1=NC=C(C=N1)F)OC 6-amino-4-((3-(5-fluoropyrimidin-2-yl)-2-methoxyphenyl)amino)-N-methylnicotinamide